(R)-4-(4-fluorobenzo[d]oxazol-2-yl)-6,7-dihydro-1H-imidazo[4,5-c]pyridin FC1=CC=CC2=C1N=C(O2)C2=NCCC1=C2N=CN1